FC1(CC2(C1)C[C@@H](N(CC2)C(=O)OC(C)(C)C)C2=CC=C(C=C2)C(=O)OC)F |r| racemic-tert-butyl 2,2-difluoro-6-(4-(methoxycarbonyl)phenyl)-7-azaspiro[3.5]nonane-7-carboxylate